S(=O)(=O)([O-])OOS(=O)(=O)[O-].[NH4+].[NH4+] Ammonium peroxydisulfat